C(C=C)(=O)N1C[C@@H](CCC1)N1C(N(C=2C=NC=CC21)C2=CC=C(C=C2)OC2=C(C(=CC=C2)C)OC)=O (R)-1-(1-acryloylpiperidin-3-yl)-3-(4-(2-methoxy-3-methylphenoxy)phenyl)-1H-imidazo[4,5-c]pyridin-2(3H)-one